C12C3CC=CCC3C(C=C1)C2 tricyclo[6.2.1.02,7]undec-4,9-diene